1-(4-(2-(2-isopropoxyphenyl)-1,3-selenazol-5-yl)benzyl)azetidine-3-carboxylic acid C(C)(C)OC1=C(C=CC=C1)C=1[Se]C(=CN1)C1=CC=C(CN2CC(C2)C(=O)O)C=C1